5-(((2R,3R,4R,5R,6R)-3-acetamido-4,5-dihydroxy-6-(hydroxymethyl)tetrahydro-2H-pyran-2-yl)oxy)-N-(2-(2-(2-aminoethoxy)ethoxy)ethyl)pentanamide hydrochloride Cl.C(C)(=O)N[C@H]1[C@@H](O[C@@H]([C@@H]([C@@H]1O)O)CO)OCCCCC(=O)NCCOCCOCCN